((1s,3s)-3-Hydroxy-3-methylcyclobutyl)(7-((6-methyl-4-(trifluoromethyl)pyridin-2-yl)oxy)-2-azaspiro[3.5]nonan-2-yl)methanon OC1(CC(C1)C(=O)N1CC2(C1)CCC(CC2)OC2=NC(=CC(=C2)C(F)(F)F)C)C